1,1,1-trifluoro-N-phenyl-N-trifluoromethanesulfonyl-methanesulfonamide FC(S(=O)(=O)N(S(=O)(=O)C(F)(F)F)C1=CC=CC=C1)(F)F